benzonaphthacene sulfide C1=CC=CC=2C=CC=3C=C4C=C5C=CC6C(C5=CC4=CC3C21)S6